C(C1=CC=CC=C1)O[C@H]1C[C@@H]2N([C@@H]2CC1)C(=O)OC(C)(C)C |o1:8,10,12| tert-butyl (1S*,3R*,6R*)-3-(benzyloxy)-7-azabicyclo[4.1.0]heptane-7-carboxylate